ClC1=NC=C(C(=O)NC([2H])([2H])[2H])C(=C1)NC1=C(C2=C(C=N1)C=CN2CC)OC 6-Chloro-4-((1-ethyl-7-methoxy-1H-pyrrolo[3,2-c]pyridin-6-yl)amino)-N-(methyl-d3)nicotinamide